7-chloro-8-fluoro-2-sulfanyl-pyrido[4,3-d]pyrimidin-4-ol ClC1=C(C=2N=C(N=C(C2C=N1)O)S)F